methoxymethyl 4-hydroxy-2,3,6-trimethyl-5-phenoxybenzoate OC1=C(C(=C(C(=O)OCOC)C(=C1OC1=CC=CC=C1)C)C)C